C(C1=CC=CC=C1)OC1=NC(=CC=C1N1C2=C(OCC1)C(=NC=C2)C2CCN(CC2)C(=O)OC(C)(C)C)OCC2=CC=CC=C2 tert-butyl 4-[1-(2,6-dibenzyloxy-3-pyridyl)-2,3-dihydropyrido[3,4-b][1,4]oxazin-5-yl]piperidine-1-carboxylate